3-chloro-5,6-dimethyl-2-(methylsulphanyl)benzoic acid ClC=1C(=C(C(=O)O)C(=C(C1)C)C)SC